ClC1=C(C(=CC=C1F)F)C1NCCOC1 3-(2-chloro-3,6-difluorophenyl)morpholine